OC(C)(C)C1=CC=C(NC=2C(=NC(=C(N2)NC)C=2C3=C(C=NC2)N(C=N3)C)C(=O)N)C=C1 3-[4-(1-Hydroxy-1-methyl-ethyl)anilino]-5-(methylamino)-6-(3-methylimidazo[4,5-c]pyridin-7-yl)pyrazin-2-carboxamid